CC(C)(C1=CC(=CC=C1)C(C)(C)N=C=O)N=C=O tetramethyl-m-xylylene diisocyanate